N-[4-(5-phenyl-1,3,4-oxadiazol-2-yl)phenyl]-2-(trifluoromethoxy)benzamide C1(=CC=CC=C1)C1=NN=C(O1)C1=CC=C(C=C1)NC(C1=C(C=CC=C1)OC(F)(F)F)=O